N-biotinyl-Fmoc-Lysine C(CCCC[C@@H]1SC[C@@H]2NC(=O)N[C@H]12)(=O)N([C@@H](CCCCN)C(=O)O)C(=O)OCC1C2=CC=CC=C2C2=CC=CC=C12